3-(3-bromo-2-chlorophenoxy)azetidine-1-carboxylic acid tert-butyl ester C(C)(C)(C)OC(=O)N1CC(C1)OC1=C(C(=CC=C1)Br)Cl